C(C)N1CCC(CC1)COC=1C=C2C(=NC=NC2=CC1OC)C1=CC=C(C=C1)NC(CC1=CC=C(C=C1)C(F)(F)F)=O N-(4-(6-((1-ethylpiperidin-4-yl)methoxy)-7-methoxyquinazolin-4-yl)phenyl)-2-(4-(trifluoromethyl)phenyl)acetamide